3,4-di[tert-butyldimethylsilyloxy]phenylpropionic acid [Si](C)(C)(C(C)(C)C)OC=1C=C(C=CC1O[Si](C)(C)C(C)(C)C)C(C(=O)O)C